4-Fluoro-N-(4-Nitro-3-Trifluoromethyl-Phenyl)-3-Trifluoromethyl-Benzamide FC1=C(C=C(C(=O)NC2=CC(=C(C=C2)[N+](=O)[O-])C(F)(F)F)C=C1)C(F)(F)F